cyclopropyl-5-(isoindolin-2-yl)-N-(3-methoxyphenyl)-7-(1H-pyrazol-4-yl)pyrazolo[1,5-a]pyrimidine-2-carboxamide C1(CC1)C=1C(=NN2C1N=C(C=C2C=2C=NNC2)N2CC1=CC=CC=C1C2)C(=O)NC2=CC(=CC=C2)OC